1-cyclopropyl-3-[4-(trifluoromethyl)phenyl]-1,3,8-triazaspiro[4.5]decane-2,4-dione C1(CC1)N1C(N(C(C12CCNCC2)=O)C2=CC=C(C=C2)C(F)(F)F)=O